((1S,4S,6R)-6-((3-fluoro-5-(trifluoromethyl)pyridin-2-yl)amino)-2-azabicyclo[2.2.1]Hept-2-yl)methanone dieicosyl-sebacate C(CCCCCCCCCCCCCCCCCCC)OC(CCCCCCCCC(=O)OCCCCCCCCCCCCCCCCCCCC)=O.FC=1C(=NC=C(C1)C(F)(F)F)N[C@@H]1C[C@@H]2CN([C@H]1C2)C=O